(1-tosylpiperidin-3-yl)methanone S(=O)(=O)(C1=CC=C(C)C=C1)N1CC(CCC1)C=O